COC([C@H](CC1CC(CC1)(F)F)NC(=O)OC(C)(C)C)=O (2S)-2-((tert-Butoxycarbonyl)amino)-3-(3,3-difluorocyclopentyl)propanoic acid methyl ester